[Zn+2].P(=O)(OCC=O)([O-])[O-] 2-oxoethyl phosphate zinc salt